1-(6-Bromo-1H-indazol-3-yl)-N,N-dimethylmethanamine BrC1=CC=C2C(=NNC2=C1)CN(C)C